C1(CC1)N1C(N(C=2C(C1=O)=C(N(C(C2C)=O)C)NC2=C(C=C(C=C2)I)F)C=2C=C(C=CC2)CNNS(=O)=O)=O N-(3-(3-Cyclopropyl-5-((2-fluoro-4-iodophenyl)amino)-6,8-dimethyl-2,4,7-trioxo-3,4,6,7-tetrahydropyrido[4,3-d]pyrimidin-1(2H)-yl)phenyl)methylaminosulfonamide